C(CCCCCCCCCCC\C=C/CCCCCCCC)(=O)OCCOC(CCCCCCCCCCC\C=C/CCCCCCCC)=O ethylene biserucate